C(C)(C)(C)C1=CC=C(C=C1)C(CS(=O)(=O)C1=CC=C(C)C=C1)C1=CC=C(C=C1)OC 1-(tert-butyl)-4-(1-(4-methoxyphenyl)-2-tosylethyl)benzene